tri-(ethyl)amine C(C)N(CC)CC